3-chloro-4-(2-methylallyl)phenol ClC=1C=C(C=CC1CC(=C)C)O